ClC1=C2C(=NC(=C1)C(F)(F)F)C=NN2COCC[Si](C)(C)C 7-chloro-5-(trifluoromethyl)-1-[[2-(trimethylsilyl)ethoxy]methyl]-1H-pyrazolo[4,3-b]pyridine